4-iodo-3-methyl-1-{[2-(trimethylsilyl)ethoxy]Methyl}-1H-pyrazole-5-carboxylic acid methyl ester COC(=O)C1=C(C(=NN1COCC[Si](C)(C)C)C)I